CC=1C=C(C=CC1)C=CC(=O)N 3-(3-methylphenyl)acrylamide